METHYL (2R)-2-AMINO-3-(4,6-DIAMINO-3-ISOCYANO(2-PYRIDYL))PROPANOATE N[C@@H](C(=O)OC)CC1=NC(=CC(=C1[N+]#[C-])N)N